BrC1=C(C=C2C(=NC(=NC2=C1F)Cl)N1CCOCCC1)[N+](=O)[O-] 4-(7-bromo-2-chloro-8-fluoro-6-nitroquinazolin-4-yl)-1,4-oxazepan